2-(4-(2-(4-chloro-2-fluorophenyl)-2-methylbenzo[d][1,3]dioxol-4-yl)benzyl)-1-(oxazol-5-ylmethyl)-1H-benzo[d]imidazol-6-carboxylic Acid ClC1=CC(=C(C=C1)C1(OC2=C(O1)C=CC=C2C2=CC=C(CC1=NC3=C(N1CC1=CN=CO1)C=C(C=C3)C(=O)O)C=C2)C)F